2-[(chloroethyl)sulfonyl]ethanol hydrochloride Cl.ClCCS(=O)(=O)CCO